N1=C(C=CC=C1)C1(CCOC2(CC=CC2)C1)C(=O)OCC Ethyl 9-(pyridin-2-yl)-6-oxaspiro[4.5]dec-2-ene-9-carboxylate